FC(C(=O)OCC1(CNC=2N=CN=C(C21)Cl)C)(F)F (4-chloro-5-methyl-6,7-dihydropyrrolo[2,3-d]pyrimidin-5-yl)methyl 2,2,2-trifluoroacetate